N12CCN(C(CC1)CC2)C(=O)N2N=C(C1=C2CCOC1)C=1C=NC(=C(C1)Cl)OC (1,4-diazabicyclo[3.2.2]nonan-4-yl)(3-(5-chloro-6-methoxypyridin-3-yl)-6,7-dihydropyrano-[4,3-c]pyrazol-1(4H)-yl)methanone